(5-(5-(3-ethylpiperidine-1-carbonyl)-1H-pyrrolo[2,3-b]pyridin-1-yl) pyridin-3-yl)carbamate C(C)C1CN(CCC1)C(=O)C=1C=C2C(=NC1)N(C=C2)C=2C=C(C=NC2)NC([O-])=O